1-Benzyl-3-cetyl-2-methylimidazolium iodide [I-].C(C1=CC=CC=C1)N1C(=[N+](C=C1)CCCCCCCCCCCCCCCC)C